C(C)(C)(C)OC(C1=C(C(=CC=C1)C[C@@H](B1OC2(C3C(C(CC2O1)C3)(C)C)C)NC(CC3=CC(=C(C=C3)O)O)=O)OC)=O tert-butyl-3-((2R)-2-(2-(3,4-dihydroxyphenyl)acetamido)-2-(2,9,9-trimethyl-3,5-dioxa-4-bora-tricyclo[6.1.1.02,6]dec-4-yl)ethyl)-2-methoxybenzoate